(R)-6-(5-isopropyl-2-methoxyphenyl)-1-(3-methylbutan-2-yl)-1H-imidazo[4,5-b]pyrazin C(C)(C)C=1C=CC(=C(C1)C1=CN=C2C(=N1)N(C=N2)[C@H](C)C(C)C)OC